1-(3-bromo-2-methyl-phenyl)-4-pyrrolidin-1-yl-piperidine BrC=1C(=C(C=CC1)N1CCC(CC1)N1CCCC1)C